2-fluoro-5-[[7-(trifluoromethylsulfonyl)-1H-indazol-4-yl]oxy]benzonitrile FC1=C(C#N)C=C(C=C1)OC1=C2C=NNC2=C(C=C1)S(=O)(=O)C(F)(F)F